FC(C(=O)O)(F)F.C1(CC1)C=1C=NN2C1N=C(C=C2NC=2C=C(C#N)C=C(C2)F)NC[C@H]2[C@@H](CNCC2)O (3S,4S)-3-((3-cyclopropyl-5-(((3-hydroxy)piperidin-4-yl)methylamino)pyrazolo[1,5-a]pyrimidin-7-yl)amino)-5-fluorobenzonitrile trifluoroacetate salt